3-((14-cyclopropyltetradecyl)thio)propyl hydrogen ((((R)-1-(6-amino-9H-purin-9-yl)propan-2-yl)oxy)methyl)phosphonate NC1=C2N=CN(C2=NC=N1)C[C@@H](C)OCP(OCCCSCCCCCCCCCCCCCCC1CC1)(O)=O